C1(=CCCC1)C1C2C=CC(C1)C2 5-cyclopentenyl-norbornene